S(N)(=O)(=O)C1=C(OC2=C1C=CC=C2)O Sulfamoyl-benzofuranol